NC=1C=C(C(=NC1)C=1C=NN(C1)C(F)F)S(=O)(=O)N=CN(C)C 5-Amino-2-[1-(difluoromethyl)-1H-pyrazol-4-yl]-N-[(dimethylamino)methylene]pyridine-3-sulfonamide